C(CCCCCCC)C1=CC(=C2C(=CC=C3C4=CC=C(C=5C(=CC=C(C1=C23)C45)C(=O)O)C(=O)O)C(=O)O)C(=O)O octyl-3,4,9,10-perylenetetracarboxylic acid